FC1=C(C=CC(=C1)N1N=C(C=C1)CO)NC1=NC=C2C=CC(=NC2=C1)N[C@H]1[C@@H](CNCC1)C(=O)O (3R,4R)-4-[[7-([2-fluoro-4-[3-(hydroxymethyl)pyrazol-1-yl]phenyl]amino)-1,6-naphthyridin-2-yl]amino]piperidine-3-carboxylic acid